1-(2,6-bis(benzyloxy)pyridin-3-yl)pyrrolo[4,3,2-de]isoquinolin-2(1H)-one C(C1=CC=CC=C1)OC1=NC(=CC=C1N1C(C=2C=NC=C3C=CC=C1C23)=O)OCC2=CC=CC=C2